5,7-dimethoxy-2-(4-(pyrrolidin-3-ylmethoxy)phenyl)chroman-4-one COC1=C2C(CC(OC2=CC(=C1)OC)C1=CC=C(C=C1)OCC1CNCC1)=O